N-(9-(4-((4-(2-(2-(aminooxy)acetamido)ethyl)piperidin-1-yl)methyl)benzyl)-2-butoxy-8-oxo-8,9-dihydro-7H-purin-6-yl)-3-(2-(2-methoxyethoxy)ethoxy)propanamide NOCC(=O)NCCC1CCN(CC1)CC1=CC=C(CN2C3=NC(=NC(=C3NC2=O)NC(CCOCCOCCOC)=O)OCCCC)C=C1